O1C(CCCC1)OCCOC1=CC(=NC=C1)[Sn](C)(C)C 4-[2-(oxan-2-yloxy)ethoxy]-2-(trimethylstannyl)pyridine